tert-butyl N-[(3S,4R)-1-carbamoyl-4-[(4-[3-[(7-[3-[1-(2,6-dioxopiperidin-3-yl)-3-methyl-2-oxo-1,3-benzodiazol-5-yl]propoxy]heptyl)oxy]propyl]phenyl)meth-oxy]pentan-3-yl]carbamate C(N)(=O)CC[C@@H]([C@@H](C)OCC1=CC=C(C=C1)CCCOCCCCCCCOCCCC1=CC2=C(N(C(N2C)=O)C2C(NC(CC2)=O)=O)C=C1)NC(OC(C)(C)C)=O